N-(3-chloro-4-((4-fluorobenzyl)oxy)phenyl)-7-methoxy-6-((2-methylpiperidin-4-yl)oxy)quinazolin-4-amine ClC=1C=C(C=CC1OCC1=CC=C(C=C1)F)NC1=NC=NC2=CC(=C(C=C12)OC1CC(NCC1)C)OC